1-(2-methoxyphenyl)ethan-1-one COC1=C(C=CC=C1)C(C)=O